C1(CC1)C=1C=C(C(=O)N=C2NCCN2)C=C(C1NC1=CC(=CC=C1)C(=O)N1CCOCC1)F 3-cyclopropyl-5-fluoro-N-[imidazolidin-2-ylidene]-4-{[3-(morpholine-4-carbonyl)phenyl]amino}benzamide